C1(=CC=CC=C1)C1=NC(=CC(=C1)C1=C(C(=C(C(=C1C1=CC=C(C=C1)N1C2=CC=CC=C2C=2C=C(C=CC12)C)C#N)C1=CC(=NC(=C1)C1=CC=CC=C1)C1=CC=CC=C1)C=1C=NC=CC1)C1=CC=C(C=C1)N1C2=CC=CC=C2C=2C=C(C=CC12)C)C1=CC=CC=C1 2',5'-bis(2,6-diphenylpyridin-4-yl)-4,4''-bis(3-methyl-9H-carbazol-9-yl)-6'-(pyridin-3-yl)-[1,1':3',1''-terphenyl]-4'-carbonitrile